5-fluoro-2-(piperidin-3-ylmethyl)pyrimidine HCl Cl.FC=1C=NC(=NC1)CC1CNCCC1